NC1=C2C(=NN1CC(=O)N1C[C@@]3(CC1)C1=C(NC(O3)=O)C=CC(=C1F)Cl)CCC2 (R)-1'-(2-(3-Amino-5,6-dihydrocyclopenta[c]pyrazol-2(4H)-yl)acetyl)-6-chloro-5-fluorospiro[benzo[d][1,3]oxazine-4,3'-pyrrolidin]-2(1H)-one